(3-hydroxy-4-methoxyphenyl)-1-propanal OC=1C=C(C=CC1OC)C(C=O)C